(2S,3R)-2-acetamido-3-methylpentanoic acid C(C)(=O)N[C@H](C(=O)O)[C@@H](CC)C